C(#N)C=1N=C2C(=CC(N(C2=CC1)C)=O)N1CC(C(CC1)N(C(C1=CC=C(C=C1)F)=O)C)C N-(1-(6-cyano-1-methyl-2-oxo-1,2-dihydro-1,5-naphthyridin-4-yl)-3-methylpiperidin-4-yl)-4-fluoro-N-methylbenzamide